C1C(CC2=CC=CC=C12)NC1=NC=C(C=N1)C1=NN=C(O1)CC(=O)N1CC2=C(CC1)NN=C2 2-(5-{2-[(2,3-dihydro-1H-inden-2-yl)amino]pyrimidin-5-yl}-1,3,4-oxadiazol-2-yl)-1-{1H,4H,5H,6H,7H-pyrazolo[4,3-c]pyridin-5-yl}ethan-1-one